N1(CCCCC1)C1=NC=2C(=CC=CC2C=2N1C=NN2)C(C)=O 1-(5-(piperidin-1-yl)-[1,2,4]triazolo[4,3-c]quinazolin-7-yl)ethan-1-one